F[C@H]1CN(CC[C@H]1NC=1C=2N(C=CC1)C(=C(N2)C#CCNC2=C(C1=NC=CC=C1N2)C(=O)NC)SC(F)(F)F)C 2-((3-(8-(((3S,4R)-3-fluoro-1-methylpiperidin-4-yl)amino)-3-((trifluoromethyl)thio)imidazo[1,2-a]pyridin-2-yl)prop-2-yn-1-yl)amino)-N-methyl-1H-pyrrolo[3,2-b]pyridine-3-carboxamide